ClC1=C(C=C(C=C1)F)C1NC(C2=C1C(=CC1=C(N(N=C21)C)NC)C2=C(C(=O)N)C=C(C=C2F)C(F)(F)F)=O (6-(2-chloro-5-fluorophenyl)-2-methyl-3-(methylamino)-8-oxo-2,6,7,8-tetrahydropyrrolo[3,4-g]indazol-5-yl)-3-fluoro-5-(trifluoromethyl)benzamide